(2R,3S)-2-((E)-3-(5,6-dibromo-1H-benzo[d]imidazol-1-yl)prop-1-enyl)piperidin-3-ol BrC1=CC2=C(N(C=N2)C/C=C/[C@H]2NCCC[C@@H]2O)C=C1Br